dimethyl-6-(trifluoromethyl)pyridine-3-carboxamide CC1=C(C(=NC(=C1)C(F)(F)F)C)C(=O)N